CN1CC(C1)(C)[C@@](C=1C=C(C=NC1)C1=NOC(=N1)C(C)(C)O)(C1=CC=C(C=C1)OC(C)C)O 2-(3-{5-[(R)-(1,3-Dimethyl-azetidin-3-yl)-hydroxy-(4-isopropoxy-phenyl)-methyl]-pyridin-3-yl}-[1,2,4]oxadiazol-5-yl)-propan-2-ol